9-(4-(dimethylamino)butanoyloxy)heptadecanedioic acid di((Z)-non-2-en-1-yl) ester C(\C=C/CCCCCC)OC(CCCCCCCC(CCCCCCCC(=O)OC\C=C/CCCCCC)OC(CCCN(C)C)=O)=O